4-amino-2,6-difluorobenzyl-4-chloro-1H-pyrazolo[3,4-d]pyrimidine-6-amine NC1=CC(=C(CN2N=CC=3C2=NC(=NC3Cl)N)C(=C1)F)F